FC=1C(=C(C=O)C=C(C1)C(=O)N1CC(OCC1)C1=CC=C(C=C1)N1CCCC1)O 3-fluoro-2-hydroxy-5-(2-(4-(pyrrolidin-1-yl)phenyl)morpholine-4-carbonyl)benzaldehyde